3-(3-Chloro-4-fluorophenyl)-1-((4-cyclopropyl-5-methyl-4H-1,2,4-triazol-3-yl)methyl)-1-(4-methoxyphenyl)urea ClC=1C=C(C=CC1F)NC(N(C1=CC=C(C=C1)OC)CC1=NN=C(N1C1CC1)C)=O